NC1=C(CCO1)C#N 5-amino-2,3-dihydrofuran-4-carbonitrile